C(=O)C1=CC=C(S1)C=1C=C(C=CC1)C1(CC1)NC(=O)C=1C=C(C=CC1C)NC1CN(C1)C(=O)OC(C)(C)C tert-butyl 3-((3-((1-(3-(5-formylthiophen-2-yl)phenyl)cyclopropyl) carbamoyl)-4-methylphenyl)amino)azetidine-1-carboxylate